C(C)(C)(C)OC(=O)N1[C@@H](CN(CC1)C(=O)O)CNCC(C(=O)OC)(C)C (R)-2-(((3-methoxy-2,2-dimethyl-3-oxopropyl)amino)methyl)piperazine-1,4-dicarboxylic acid tert-butyl ester